O[C@@H]1CNCC[C@H]1N1CC2=CC=CC=C2C(C1)=O 2-((3r,4r)-3-hydroxypiperidin-4-yl)-2,3-dihydroisoquinolin-4(1H)-one